4-((2-((3,5-dichlorophenyl)amino)quinazolin-4-yl)amino)cyclohexan-1-one ClC=1C=C(C=C(C1)Cl)NC1=NC2=CC=CC=C2C(=N1)NC1CCC(CC1)=O